2-ethyl-2-methylpropane-1,3-diyl bis((4aR,4aS,7aR,12bS)-9-methoxy-3-methyl-7-oxo-1,2,3,4,5,6,7,7a-octahydro-4aH-4,12-methanobenzofuro[3,2-e]isoquinolin-4a-yl) bis(carbonate) C(OCC(COC(O[C@@]12CCC([C@H]3[C@@]24CCN(C1CC1=CC=C(C(=C14)O3)OC)C)=O)=O)(C)CC)(O[C@@]31CCC([C@H]4[C@@]12CCN(C3CC3=CC=C(C(=C32)O4)OC)C)=O)=O